B(O)O.C(C=C)CC(O)(C)C(C)(C)O allylpinacol boronate